C(C)NC(CCCCCCCCCCCCCCCCC(=O)NCCC(=O)O)=O 3-(18-(ethylamino)-18-oxooctadecanamido)propanoic acid